(R)-1-tert-Butoxycarbonyl-2-methylpiperazine C(C)(C)(C)OC(=O)N1[C@@H](CNCC1)C